C(C)(C)C1=NC(=NC=C1)NCC1=C(C=NN1C)C1=NC=C(C(=N1)C)O[C@@H]1C[C@H](CCC1)C(=O)O (1S,3S)-3-((2-(5-(((4-isopropyl-pyrimidin-2-yl)amino)methyl)-1-methyl-1H-pyrazol-4-yl)-4-methyl-pyrimidin-5-yl)oxy)cyclohexanecarboxylic acid